C(CCC)[AlH]CCCC di-n-butylaluminium hydride